BrC=1C=NC2=CC=C(C=C2C1NC1=C(C(=O)OC)C=C(C=C1)Cl)Cl methyl 2-[(3-bromo-6-chloro-4-quinolyl)amino]-5-chloro-benzoate